(hexyloxy)methyl-3-(hydroxymethyl)-1H-indole C(CCCCC)OCN1C=C(C2=CC=CC=C12)CO